C[C@H](CCCC(C)C)[C@H]1CC[C@H]2[C@@H]3CC=C4C[C@H](CC[C@@]4([C@H]3CC[C@]12C)C)OS(=O)(=O)[O-].[NH+]1=CC=CC=C1 Pyridin-1-ium [(3S,8S,9S,10R,13R,14S,17R)-17-[(1R)-1,5-dimethylhexyl]-10,13-dimethyl-2,3,4,7,8,9,11,12,14,15,16,17-dodecahydro-1H-cyclopenta[a]phenanthren-3-yl]sulfate